α,α-dimethylsuccinic anhydride CC1(C(=O)OC(C1)=O)C